iodocaprylic acid anhydride IC(C(=O)OC(C(CCCCCC)I)=O)CCCCCC